FC(C(C(C(C([Si](OCC)(OCC)OCC)(F)F)(F)F)(F)F)(F)F)(CCC(F)(F)F)F Tridecafluoro-n-octyltriethoxysilan